(2R)-2-([1-[(2-Chlorophenyl)methyl]-5-(3-methoxyphenyl)-1H-pyrazol-3-yl]methoxy)-butanoic acid ClC1=C(C=CC=C1)CN1N=C(C=C1C1=CC(=CC=C1)OC)CO[C@@H](C(=O)O)CC